rac-(2S,3S,4S,5S)-3-(3,4-difluoro-2-methoxy-phenyl)-4,5-dimethyl-tetrahydrofuran-2-carboxylic acid ethyl ester C(C)OC(=O)[C@H]1O[C@H]([C@H]([C@H]1C1=C(C(=C(C=C1)F)F)OC)C)C |r|